C(C)OC(=O)C1=CC=2C3=C(NC2C=C1)C=CC=N3.N(=[N+]=[N-])[Sn](CCCC)(CCCC)CCCC Azido(tributyl)stannane ethyl-5H-pyrido[3,2-b]indole-8-carboxylate